COC1CCC(CC1)CN1C(CCCC1)C(C)OC1OC(C2=CC=CC=C12)=O (1-(1-((4-methoxycyclohexyl)methyl)piperidin-2-yl)ethoxy)isobenzofuran-1(3H)-one